1-{(5r,8r)-8-[1-(2-hydroxyethyl)-4-pyrazolylamino]-2-aza-2-spiro[4.5]decyl}-3-(3,5-xylyl)-1-propanone OCCN1N=CC(=C1)NC1CCC2(CCN(C2)C(CCC2=CC(=CC(=C2)C)C)=O)CC1